2-(2-heptadec-1-enyl-4,5-dihydroimidazol-1-yl)ethanol C(=CCCCCCCCCCCCCCCC)C=1N(CCN1)CCO